2-(2-methoxypropane-2-yl)-pyrimidine-5-carboxylic acid methyl ester COC(=O)C=1C=NC(=NC1)C(C)(C)OC